5-(4-(3-((1s,3s)-3-((5-(5H-pyrido[4,3-b]indol-7-yl)pyridin-2-yl)oxy)cyclobutoxy)propyl)piperazin-1-yl)-2-(2,6-dioxopiperidin-3-yl)isoindoline-1,3-dione C1=NC=CC=2NC=3C=C(C=CC3C21)C=2C=CC(=NC2)OC2CC(C2)OCCCN2CCN(CC2)C=2C=C1C(N(C(C1=CC2)=O)C2C(NC(CC2)=O)=O)=O